C(C)(C)(C)OC(CNCC1=CC=CC=C1)=O benzylglycine tert-butyl ester